Ethyl 1-methyl-4-((3-chloro-4-fluorophenyl) amino)-7-fluoro-1H-indole-2-carboxylate CN1C(=CC2=C(C=CC(=C12)F)NC1=CC(=C(C=C1)F)Cl)C(=O)OCC